NC1=CC=C(C=C1)C(/C=C/C1=CC=C(C(=O)O)C=C1)=O 4-[(E)-3-(4-Aminophenyl)-3-oxoprop-1-enyl]benzoic acid